CC1CN(CCN1)C(=O)[O-] 3-Methylpiperazine-1-carboxylate